O=C1OCCN1C=1C=C(C=CC1)S(=O)(=O)NC=1SC=C(N1)C(=O)O (3-(2-oxo-1,3-oxazolidin-3-yl)phenylsulfonamido)-1,3-thiazole-4-carboxylic acid